CCCCCCCCCCCCC n-tridecane